5-[(2,6-difluoro-3-pyridyl)oxymethyl]-3-methyl-1-phenyl-pyrazole FC1=NC(=CC=C1OCC1=CC(=NN1C1=CC=CC=C1)C)F